The molecule is a trienoic fatty acid that consists of heptadeca-5,8,10-trienoic acid bearing an additional 12-hydroxy substituent. It has a role as a metabolite. It is a long-chain fatty acid, a trienoic fatty acid and a hydroxy polyunsaturated fatty acid. It derives from a heptadecanoic acid. CCCCCC(/C=C/C=C/C/C=C/CCCC(=O)O)O